C(C)(C)(C)OC(=O)N(C=1N(C=C(N1)C1=CC=C(OC[C@@H](C(=O)OC(C)(C)C)ON2C(C3=CC=CC=C3C2=O)=O)C=C1)CCCNC(=O)OOC(C)(C)C)C(=O)OC(C)(C)C (S)-tert-butyl 3-(4-(2-(bis(tert-butoxycarbonyl)amino)-1-(3-((tert-butoxy-carboxyl)amino)propyl)-1H-imidazol-4-yl)phenoxy)-2-((1,3-dioxoisoindolin-2-yl)-oxy)propanoate